CC(C=C(C=O)CSC)C 4-methyl-2-(methylthiomethyl)-2-pentenal